ClC1=C(C2=C(NC(C(=C2O)C2=CC=CC=C2)=O)S1)C=1C=C2CCCC2=CC1 2-Chloro-4-hydroxy-3-indan-5-yl-5-phenyl-7H-thieno[2,3-b]pyridin-6-on